C(C1=CC=CC=C1)(C1=CC=CC=C1)(C1=CC=CC=C1)[N@@]1C(C1)C(=O)OC (S)-Methyl N-tritylaziridine-2-carboxylate